Diethyl-2-methacryloyloxy-ethyl phosphate P(=O)(OCC(OC(C(=C)C)=O)(CC)CC)([O-])[O-]